9-(3-(7-(4-(2-hydroxyethyl)piperazin-1-yl)-2-methyl-3-phenylpyrazolo[1,5-a]pyrimidin-5-yl)phenyl)non-8-yn-1-yl 2-(adamantan-1-yl)acetate C12(CC3CC(CC(C1)C3)C2)CC(=O)OCCCCCCCC#CC2=CC(=CC=C2)C2=NC=3N(C(=C2)N2CCN(CC2)CCO)N=C(C3C3=CC=CC=C3)C